anthranilate semicarbazone C(C=1C(N)=CC=CC1)([O-])=NNC(=O)N